(2,6-dimethylphenyl)-4-(2-hydroxyphenyl)-1-(4-methoxyphenyl)-3-(4-nitrophenyl)-5,6-dihydro-1H-pyrrolo[3,4-b]pyridine-2,7-dione CC1=C(C(=CC=C1)C)C1NC(C=2N(C(C(=C(C21)C2=C(C=CC=C2)O)C2=CC=C(C=C2)[N+](=O)[O-])=O)C2=CC=C(C=C2)OC)=O